FC(CN1CCNC(C2=C1C1=C(O2)C=CC(=C1)C(F)(F)F)=O)(C1CC2(OCCO2)CCO1)F 1-(2,2-difluoro-2-(1,4,8-trioxaspiro[4.5]decan-7-yl)ethyl)-9-(trifluoromethyl)-1,2,3,4-tetrahydro-5H-benzofuro[3,2-e][1,4]diazepin-5-one